(S)-5-(4-(3-Cyclobutylmorpholinyl)-2-(1-(2-hydroxy-2-methylpropyl)-1H-pyrazol-4-yl)quinazolin-6-yl)-1,3-dimethylpyridin-2(1H)-one C1(CCC1)[C@@H]1N(CCOC1)C1=NC(=NC2=CC=C(C=C12)C=1C=C(C(N(C1)C)=O)C)C=1C=NN(C1)CC(C)(C)O